3-[2-[2-[2-[2-[2-[2-[2-(2-methoxyethoxy)ethoxy]ethoxy]ethoxy]ethoxy]ethoxy]ethoxy]ethoxy]prop-1-yne COCCOCCOCCOCCOCCOCCOCCOCCOCC#C